(2R,3S)-2-(3-(5-chloro-7-(furan-3-yl)-1H-benzo[d]imidazol-1-yl)propyl)piperidin-3-ol di(3,4-epoxycyclohexyl)adipate C1(CC2C(CC1)O2)C(C(=O)O)(CCCC(=O)O)C2CC1C(CC2)O1.ClC1=CC2=C(N(C=N2)CCC[C@H]2NCCC[C@@H]2O)C(=C1)C1=COC=C1